CN1CCN(CC1)C=1C=CC(=C(C1)NC1=CC=C(C=C1)[N+](=O)[O-])[N+](=O)[O-] [5-(4-Methyl-piperazin-1-yl)-2-nitro-phenyl]-(4-nitro-phenyl)-amine